(R)-N8-cyclobutyl-N3-(2-methoxybenzyl)-4-(2-methoxyethyl)-3-methyl-5-oxo-2,3,4,5-tetrahydrobenzofuro[2,3-f][1,4]oxazepine-3,8-dicarboxamide C1(CCC1)NC(=O)C1=CC2=C(C=C1)C1=C(C(N([C@](CO1)(C(=O)NCC1=C(C=CC=C1)OC)C)CCOC)=O)O2